CN1S(C2=C(C1=O)C=CC(=C2C)OC=2C=C(C#N)C=C(C2)F)(=O)=O 3-((2,7-dimethyl-1,1-dioxido-3-oxo-2,3-dihydrobenzo[d]isothiazol-6-yl)oxy)-5-fluorobenzonitrile